cyclopentyl 3-{[2-(4-chlorophenyl) imidazo[1,2-a]pyridin-3-yl] methyl}-3,8-diazabicyclo[3.2.1]octane-8-carboxylate ClC1=CC=C(C=C1)C=1N=C2N(C=CC=C2)C1CN1CC2CCC(C1)N2C(=O)OC2CCCC2